(S)-2-(4-(4-((4-chloro-2-fluorobenzyl)oxy)thiazol-5-yl)-2-fluorobenzyl)-1-(oxetan-2-ylmethyl)-1H-benzo[d]imidazole-6-carboxylic acid ClC1=CC(=C(COC=2N=CSC2C2=CC(=C(CC3=NC4=C(N3C[C@H]3OCC3)C=C(C=C4)C(=O)O)C=C2)F)C=C1)F